FC1=C(CN2N=C(N=N2)C2=CC=CC(=N2)C(C(C)S(=O)(=O)N)(C)O)C=C(C=C1)OC(F)(F)F 3-(6-(2-(2-fluoro-5-(trifluoromethoxy)benzyl)-2H-tetrazol-5-yl)pyridin-2-yl)-3-hydroxy-butane-2-sulfonamide